2-([1-(2-Chlorophenyl)-5-(3,5-dimethoxyphenyl)-1H-pyrazol-3-yl]methoxy)-2-methylpropanoic acid ClC1=C(C=CC=C1)N1N=C(C=C1C1=CC(=CC(=C1)OC)OC)COC(C(=O)O)(C)C